[Cl-].C[N+](CC[C@](N)(CCCNC(N)=N)C(=O)O)(CC(COC(CCCCCCC\C=C/CCCCCCCC)=O)OC(CCCCCCC\C=C/CCCCCCCC)=O)C dimethyl-2,3-dioleoyloxypropyl-2-(2-arginino)ethylammonium chloride